C[C@H]1CN(CCO1)C1=NC=C(C=C1C(=O)NC1=CC(=NC=C1)S(N)(=O)=O)C(F)(F)F 2-[(2S)-2-methylmorpholin-4-yl]-N-(2-sulfamoyl-4-pyridyl)-5-(trifluoromethyl)pyridine-3-carboxamide